ClC1=C(C=2N=C(N=C(C2C=N1)N1C[C@H]2CC[C@@H](C1)N2C(=O)OC(C)(C)C)OCC(F)(F)F)F tert-butyl (1R,5S)-3-(7-chloro-8-fluoro-2-(2,2,2-trifluoroethoxy)pyridino[4,3-d]pyrimidin-4-yl)-3,8-diazabicyclo[3.2.1]octan-8-formate